1-(5-((4-benzhydryl-3,3-dimethylpiperazin-1-yl)methyl)-1-oxoisoindolin-2-yl)dihydropyrimidine-2,4(1h,3h)-dione C(C1=CC=CC=C1)(C1=CC=CC=C1)N1C(CN(CC1)CC=1C=C2CN(C(C2=CC1)=O)N1C(NC(CC1)=O)=O)(C)C